(acetyl)-Cysteine C(C)(=O)N[C@@H](CS)C(=O)O